C(CCC)NC(=O)NS(=O)(=O)C1=CC=C(C=C1)C 1-butyl-3-(4-methylphenyl)sulfonyl-urea